FC1=CC(=C(OC2=NC=C(C=C2C(=O)NC2=CC(=CC=C2)S(=O)(=N)C)C(F)(F)F)C=C1)OC 2-(4-fluoro-2-methoxy-phenoxy)-N-[3-(methylsulfonimidoyl)phenyl]-5-(trifluoromethyl)pyridine-3-carboxamide